N-Methyl-3-(7-(1-methyl-1H-pyrazol-4-yl)-6-((tetrahydro-2H-pyran-4-yl)oxy)imidazo[1,2-b]pyridazin-3-yl)benzamide CNC(C1=CC(=CC=C1)C1=CN=C2N1N=C(C(=C2)C=2C=NN(C2)C)OC2CCOCC2)=O